CC[C@H](C)[C@H](CC(C)C1CC1C[C@H]([C@@H](CC)C(=O)[O-])O)OC The molecule is the conjugate base of methoxymycolic acid type-1 (VII). A class of mycolic acids characterized by the presence of a proximal trans-cyclopropyl group and a distal (CH-CH3)-(CHO-CH3) fragment of (S,S) stereochemistry in the meromycolic chain.